BrC1=CC(=C(C=C1)C1=C(C=CC2=CC=CC=C12)C(=O)N)C(NC(C(NCCNC(NCCOC)=N)=O)CC1=CNC2=CC=CC=C12)=O (4-bromo-2-((6-imino-13-(1H-indol-3-yl)-11-oxo-2-oxa-5,7,10-triazatridecan-12-yl)carbamoyl)phenyl)-2-naphthamide